(methyl-d3)morpholine zinc [Zn].C([2H])([2H])([2H])N1CCOCC1